butyl 2,5-bis[[4-[2-[4-(3-prop-2-enoyloxypropylsulfanyl)-phenyl]ethynyl]benzoyl]oxy]benzoate C(C=C)(=O)OCCCSC1=CC=C(C=C1)C#CC1=CC=C(C(=O)OC2=C(C(=O)OCCCC)C=C(C=C2)OC(C2=CC=C(C=C2)C#CC2=CC=C(C=C2)SCCCOC(C=C)=O)=O)C=C1